ClC1=CC=C(C=C1)C=1C(=NC(=NC1)C)C1=C(C=C(C=C1)OC)O 2-[5-(4-chlorophenyl)-2-methylpyrimidin-4-yl]-5-methoxyphenol